C1(CC1)N1C(=NC=2C1=NC(=CC2)C2=CC(=NC=C2)N)C#CC2CCNCC2 4-(3-cyclopropyl-2-(piperidin-4-ylethynyl)-3H-imidazo[4,5-b]pyridin-5-yl)pyridin-2-amine